3-[1-methyl-6-[1-[(1R)-2,2,2-trifluoro-1-(4-piperidyl)ethyl]-4-piperidyl]indazol-3-yl]piperidine-2,6-dione CN1N=C(C2=CC=C(C=C12)C1CCN(CC1)[C@@H](C(F)(F)F)C1CCNCC1)C1C(NC(CC1)=O)=O